C(C)N1N=C(C=C1)C=1C=C(C=C(C1)C=1C=NN(C1)CCOC)[C@@H](C)NC(C1=C(C=CC(=C1)OC[C@H]1N(CC1)C)C)=O N-((R)-1-(3-(1-ethyl-1H-pyrazol-3-yl)-5-(1-(2-methoxyethyl)-1H-pyrazol-4-yl)phenyl)ethyl)-2-methyl-5-(((S)-1-methylazetidin-2-yl)methoxy)benzamide